OC(CNCCCCCCCC(=O)OC(CCCCCCCC)CCCCCCCC)CCCCNC(=O)NC heptadecan-9-yl 8-((2-hydroxy-6-(3-methylureido)hexyl)amino)octanoate